NCC1=CC=CC(=N1)C(C)(C)O 2-(6-(aminomethyl)pyridin-2-yl)propan-2-ol